(E)-2-cyano-4,4-dimethyl-N-[2-(methylamino)ethyl]pent-2-enamide C(#N)/C(/C(=O)NCCNC)=C\C(C)(C)C